CC1=CC(=CC(=N1)NC=1SC2=C(N1)C=CC(=C2)C#N)NC2CNCC2 2-((6-methyl-4-(pyrrolidin-3-ylamino)pyridin-2-yl)-amino)benzo[d]thiazole-6-carbonitrile